tert-butyl 9-[[1-[1-(2,6-dioxo-3-piperidyl)-4-fluoro-3-isopropyl-2-oxo-benzimidazol-5-yl]-4-piperidyl]methyl]-3,9-diazaspiro[5.5]undecane-3-carboxylate O=C1NC(CCC1N1C(N(C2=C1C=CC(=C2F)N2CCC(CC2)CN2CCC1(CCN(CC1)C(=O)OC(C)(C)C)CC2)C(C)C)=O)=O